7-phenylthieno[3,4-d]pyrimidin-4(3H)-one C1(=CC=CC=C1)C=1SC=C2C1N=CNC2=O